1,2-benzothiazine-3-carboxamide-1,1-dioxide S1(NC(=CC2=C1C=CC=C2)C(=O)N)(=O)=O